2,2-difluoro-N-methylethan-1-amine FC(CNC)F